methyl 2-(4-cyclohexylphenyl)-3-oxo-3-(4-(thiazol-2-yl)piperidin-1-yl)propanoate C1(CCCCC1)C1=CC=C(C=C1)C(C(=O)OC)C(N1CCC(CC1)C=1SC=CN1)=O